N-(1-(1-(4-(trifluoromethyl)phenyl)-1H-pyrazolo[4,3-b]pyridin-3-yl)pyrrolidin-3-yl)acrylamide FC(C1=CC=C(C=C1)N1N=C(C2=NC=CC=C21)N2CC(CC2)NC(C=C)=O)(F)F